N(=O)C1=CC=C(N)C=C1 4-nitrosoaniline